C1(=CC=CC=C1)S(=O)(=O)N1C=C(C=2C1=NC(=CC2)C=2C(=NOC2C)C)C2=NC(=NC=C2C(F)(F)F)N[C@@H]2CN(CCC2)C(=O)OC(C)(C)C Tert-butyl (3S)-3-[[4-[1-(benzenesulfonyl)-6-(3,5-dimethylisoxazol-4-yl)pyrrolo-[2,3-b]-pyridin-3-yl]-5-(trifluoromethyl)pyrimidin-2-yl]-amino]-piperidine-1-carboxylate